(6-methoxy-2,3-dihydro-1H-pyrrolo[2,1-a]isoindol-9b(5H)-yl)methanol COC1=C2CN3C(C2=CC=C1)(CCC3)CO